C(=O)C1CNC1 3-formylazetidine